(S)-3-([2,3'-bipyridin]-5-yl)-2-aminopropanoic acid N1=C(C=CC(=C1)C[C@@H](C(=O)O)N)C=1C=NC=CC1